[Na+].C(C)(=O)[NH-] acetamide sodium salt